5-(benzyloxy)-N-((3-(hydroxymethyl)oxetan-3-yl)methyl)-2-methylbenzofuran-3-carboxamide C(C1=CC=CC=C1)OC=1C=CC2=C(C(=C(O2)C)C(=O)NCC2(COC2)CO)C1